1,1',1''-(benzene-1,3,5-triyl)tris(1H-pyrrole-2,5-dione) C1(=CC(=CC(=C1)N1C(C=CC1=O)=O)N1C(C=CC1=O)=O)N1C(C=CC1=O)=O